O1[C@H]2C[C@@H]3CN(C[C@@H]3C[C@H]21)C(=O)OC(C)(C)C tert-butyl (1aR,2aR,5aS,6aS)-octahydro-4H-oxirano[2,3-f]isoindole-4-carboxylate